4-chloro-5-(dimethoxymethyl)-6-(2-(2-fluoro-6-methoxyphenyl)hydrazinyl)-2-(methylthio)pyrimidine ClC1=NC(=NC(=C1C(OC)OC)NNC1=C(C=CC=C1OC)F)SC